FC1=CC=C(C=C1)C1=NN2C(NC=3C=CC=C(C3C2=N1)C#N)=O 2-(4-Fluorophenyl)-5-oxo-5,6-dihydro[1,2,4]triazolo[1,5-c]quinazoline-10-carbonitrile